ClC=1C=C(C=C(C1)Cl)C(C)C1=CC(=CC(=C1)Cl)Cl 1,1-bis-(3,5-dichlorophenyl)-ethane